N-(2-(azetidin-1-yl)ethyl)-8-methyl-3-(3-methylbenzyl)quinoxalin-2-amine N1(CCC1)CCNC1=NC2=C(C=CC=C2N=C1CC1=CC(=CC=C1)C)C